C(C1=CC=CC=C1)N(CC(=O)NC1=CC=C(C(=O)OC)C=C1)S(=O)(=O)C methyl 4-{[N-benzyl-N-(methylsulfonyl)glycyl]-amino}benzoate